CC=CC1=C(C=CC=C1)C β-methyl-o-methyl-styrene